diisobutyl 2,3-diethyl-2,3-diisopropylsuccinate C(C)C(C(=O)OCC(C)C)(C(C(=O)OCC(C)C)(C(C)C)CC)C(C)C